CNCCCCl N-methyl-chloropropylamine